ClC1=NC2=NC(=C(N=C2C(=N1)C1=C(C=C(C=C1)Cl)C(F)(F)F)C)C 2-chloro-4-[4-chloro-2-(trifluoromethyl)phenyl]-6,7-dimethyl-pteridine